5-(2-(3-(diethylamino)-4,5-dimethylphenylamino)-5-methylpyrimidin-4-ylamino)benzo[d]oxazol-2(3H)-one formate salt C(=O)O.C(C)N(C=1C=C(C=C(C1C)C)NC1=NC=C(C(=N1)NC=1C=CC2=C(NC(O2)=O)C1)C)CC